C12CN(CC2C1)C1=C(C=CC(=N1)C#C[Si](C(C)C)(C(C)C)C(C)C)F 2-[6-(3-azabicyclo[3.1.0]hex-3-yl)-5-fluoro-2-pyridinyl]ethynyl-triisopropyl-silane